C(C)(C)C1=C(C(=CC=C1)C(C)C)N1C(=NC=C1)C1=CC(=CC=C1)I 1-(2,6-diisopropylphenyl)-2-(3-iodophenyl)-1H-imidazole